NC1=C2N=CN(C2=NC(=N1)F)[C@H]1C[C@@H]([C@@](O1)(C#C)CO[P@](=O)(OC1=CC=CC=C1)N[C@H](C(=O)OCCCCCCCCCCCCCCCCCCCC)CC1=CC(=CC(=C1)F)F)O Icosyl (S)-2-(((S)-(((2R,3S,5R)-5-(6-amino-2-fluoro-9H-purin-9-yl)-2-ethynyl-3-hydroxytetrahydrofuran-2-yl) methoxy)(phenoxy)phosphoryl)amino)-3-(3,5-difluorophenyl)propanoate